2-isopropoxy-4-methyl-5-(4,4,5,5-tetramethyl-1,3,2-dioxaborolan-2-yl)pyrimidine C(C)(C)OC1=NC=C(C(=N1)C)B1OC(C(O1)(C)C)(C)C